C(C)(=O)NC(C(=O)O)(C(=O)O)CC1=NC=CC=C1 acetamido-2-(pyridin-2-ylmethyl)malonic acid